C(C)(C)(C)N1C=C(C=C1)C(=O)NCC1=NC(=NO1)C=1N(C2=CC=CC(=C2C1)N[C@H]1[C@H](CN(CC1)CCOC)F)CC(F)(F)F 1-tert-butyl-N-{[3-(4-{[(3S,4R)-3-fluoro-1-(2-methoxyethyl)piperidin-4-yl]amino}-1-(2,2,2-trifluoroethyl)-1H-indol-2-yl)-1,2,4-oxadiazol-5-yl]methyl}-1H-pyrrole-3-carboxamide